[3-(trimethoxysilyl)propyl]stearyl-dimethyl-ammonium chloride [Cl-].CO[Si](CCC[N+](C)(C)CCCCCCCCCCCCCCCCCC)(OC)OC